(S)-3-cyclopropyl-3-(3-{2'-fluoro-2-[2-(4-hexyl-[1,2,3]triazol-1-yl)-1,1-dimethyl-ethyl]-5'-methoxy-biphenyl-4-ylmethoxy}-phenyl)-propionic acid C1(CC1)[C@H](CC(=O)O)C1=CC(=CC=C1)OCC1=CC(=C(C=C1)C1=C(C=CC(=C1)OC)F)C(CN1N=NC(=C1)CCCCCC)(C)C